Sodium 4-cyano-5-(dicyanomethylene)-2,5-dihydro-1H-pyrrole C(#N)C1=CCNC1=C(C#N)C#N.[Na]